NC1=C(C=C2C(=N1)C=C(N2)NC(C2=C(C=CC=C2)F)=O)Br N-(5-amino-6-bromo-1H-pyrrolo[3,2-b]pyridin-2-yl)-2-fluoro-benzamide